FC(C1=NN=C(S1)N1N=CC2=C(C=C(C=C12)S(=O)(=O)NC1(CC1)C#N)C=1C=NC=CC1)F 1-[({1-[5-(difluoromethyl)(1,3,4-thiadiazol-2-yl)]-4-(3-pyridyl)-1H-indazol-6-yl}sulfonyl)amino]cyclopropanecarbonitrile